3-[7-(aminocarbonyl)-5-fluoro-2H-Indazole-2-yl]-1-cyclobutylpiperidinium NC(=O)C1=CC(=CC2=CN(N=C12)C1C[NH+](CCC1)C1CCC1)F